3,4-Dimethylphenol CC=1C=C(C=CC1C)O